NCC1(CN(CC1)C(=O)OC(C)(C)C)O tert-butyl 3-(aminomethyl)-3-hydroxy-pyrrolidine-1-carboxylate